2-chloro-N-((1s,4s)-4-((dimethylamino)methyl)cyclohexyl)-5-((1-(trifluoromethyl)-1H-pyrazol-4-yl)ethynyl)pyridin-4-amine ClC1=NC=C(C(=C1)NC1CCC(CC1)CN(C)C)C#CC=1C=NN(C1)C(F)(F)F